N[C@@H](CCC(=O)O)C(=O)O.N[C@@H](CCSC)C(=O)O methionine glutamate